tert-Butyl (4S)-4-[3-(4-tert-butyl-2-pyridyl)-3-[[6-[(2-chloro-8-methyl-quinoline-3-carbonyl)sulfamoyl]-2-pyridyl]amino]propyl]-2,2-dimethyl-pyrrolidine-1-carboxylate C(C)(C)(C)C1=CC(=NC=C1)C(CC[C@H]1CC(N(C1)C(=O)OC(C)(C)C)(C)C)NC1=NC(=CC=C1)S(NC(=O)C=1C(=NC2=C(C=CC=C2C1)C)Cl)(=O)=O